3-(3-chloro-4-fluorophenyl)-1-((S)-2-hydroxypropyl)-1-(1(S)-(1-oxo-1,2-dihydroisoquinolin-4-yl)ethyl)urea ClC=1C=C(C=CC1F)NC(N([C@@H](C)C1=CNC(C2=CC=CC=C12)=O)C[C@H](C)O)=O